P(=O)(O)(O)[O-].C(CCC)[P+](CCCCCCCCCCCCCC)(CCCC)CCCC Tributyl-tetradecyl-phosphonium dihydrogen phosphate